4-benzyloxy-1-(3,4-difluorophenyl)-6-fluoro-2-tetrahydropyran-4-yl-indole C(C1=CC=CC=C1)OC1=C2C=C(N(C2=CC(=C1)F)C1=CC(=C(C=C1)F)F)C1CCOCC1